1-(2-chloro-4-hydroxyphenyl)-3-(3-fluoro-4-methylphenyl)urea ClC1=C(C=CC(=C1)O)NC(=O)NC1=CC(=C(C=C1)C)F